3-methyl-1-(2-(4-phenyl-1H-imidazol-2-yl)piperidin-1-yl)butan-2-en-1-one CC(=CC(=O)N1C(CCCC1)C=1NC=C(N1)C1=CC=CC=C1)C